NC1=NOC2=C1C=CC(=C2)CNC([C@H](C)NC(=O)[C@@H]2N(C[C@H](C2)C2=CC=CC=C2)C(=O)OC(C)(C)C)=O tert-butyl (2R,4R)-2-(((S)-1-(((3-aminobenzo[d]isoxazol-6-yl) methyl) amino)-1-oxopropan-2-yl) carbamoyl)-4-phenylpyrrolidine-1-carboxylate